C(CCCCCCCCCCCC)OCC(COC=1C=C(C=CC1)O)O 3-(3-tridecoxy-2-hydroxy-propoxy)phenol